acryloyloxyoctamethylenesuccinimide C(C=C)(=O)OCCCCCCCC=C1C(=O)NC(C1)=O